NC1=C2C(=NC(=N1)Cl)N(N=C2)CC=2C=C(OCC=1C=C(C=CC1)CO)C=C(C2)OC (3-((3-((4-amino-6-chloro-pyrazolo[3,4-d]pyrimidin-1-yl)methyl)-5-methoxy-phenoxy)methyl)phenyl)methanol